CC1(OB(OC1(C)C)C1=C(C=CC=C1)NC(CC)=O)C N-(2-(4,4,5,5-tetramethyl-1,3,2-dioxaborolan-2-yl)phenyl)propionamide